3-(4-fluorophenyl)-5-(2,3-dihydrobenzo[1,4]dioxin-6-yl)-N-phenyl-4,5-dihydro-1h-pyrazole-1-thioamide FC1=CC=C(C=C1)C1=NN(C(C1)C1=CC2=C(OCCO2)C=C1)C(NC1=CC=CC=C1)=S